C1(=CC=C(C=C1)CC1C(C=CC=C1)=O)CC1C(C=CC=C1)=O p-xylylenedibenzenone